benzene-1,3,5-triyl-tris(benzoic acid) C1(=CC(=CC(=C1)C1=C(C(=O)O)C=CC=C1)C1=C(C(=O)O)C=CC=C1)C1=C(C(=O)O)C=CC=C1